C[C@H]1CN(C[C@H](O1)C)C1=CC(=NC=C1)C1=NNC2=C1C(=NC=C2)NCC(F)(F)F 3-(4-((2S,6R)-2,6-dimethylmorpholinyl)pyridine-2-yl)-N-(2,2,2-trifluoroethyl)-1H-pyrazolo[4,3-c]pyridin-4-amine